methyl (R)-5-(3-(1-methyl-1H-pyrazol-4-yl)-5-(1-(2-methyl-5-(4-methylpiperazin-1-yl)benzamido)ethyl)phenyl)thiophene-2-carboxylate CN1N=CC(=C1)C=1C=C(C=C(C1)[C@@H](C)NC(C1=C(C=CC(=C1)N1CCN(CC1)C)C)=O)C1=CC=C(S1)C(=O)OC